C(C1=CC=CC=C1)OC1=C(N2C(C3=CC(=CC=C13)S(=O)(=O)C1=CC=CC=C1)=NC=N2)C(=O)OC Methyl 6-(benzyloxy)-9-(phenylsulfonyl)-[1,2,4]triazolo[5,1-a]isoquinoline-5-carboxylate